O1CC(C(C(C1)C1=CC=CC=C1C(=O)[O-])C1=CC=CC=C1C(=O)[O-])C1=CC=CC=C1C(=O)O/C=N/[S@](=O)C(C)(C)C (E)-((((R)-tert-butylsulfinyl) imino) methyl) tetrahydro-2H-pyran-3,4,5-trisbenzoate